N(=[N+]=[N-])C1N(C=CN1C)C 2-azido-1,3-dimethylimidazole